ClC1=CC=C2C(=CNC2=C1C(F)F)S(=O)(=O)NC1=NC(=C(C=C1F)OCCF)F 6-chloro-N-[3,6-difluoro-5-(2-fluoroethoxy)pyridin-2-yl]-7-(difluoromethyl)-1H-indole-3-sulfonamide